Bis-benzyl hexadecanedioate C(CCCCCCCCCCCCCCC(=O)OCC1=CC=CC=C1)(=O)OCC1=CC=CC=C1